4-(trifluoromethyl)-2-[6-(trifluoromethylpyrimidin-4-yl)phenyl]-6,7-diazaspiro[4.5]dec-9-ene-9-carboxamide FC(C1CC(CC12NNCC(=C2)C(=O)N)C2=CC=CC=C2C2=NC(=NC=C2)C(F)(F)F)(F)F